2-(methylsulfanyl)-7-(sec-butyl)imidazo[4,3-f][1,2,4]triazine CSC1=NN2C(C=N1)=CN=C2C(C)CC